FC=1C=C(C=NC1N1CCCCC1)NC(OC1=CC=CC=C1)=O phenyl (5-fluoro-6-(piperidin-1-yl)pyridin-3-yl)carbamate